N1,N1-dimethyl-cyclopropane-1,2-dicarboxamide CN(C(=O)C1C(C1)C(=O)N)C